N-{phenyl-[5-(prop-2-yl)pyridin-2-yl]methyl}pyrrolidine-2-carboxamide C1(=CC=CC=C1)C(NC(=O)C1NCCC1)C1=NC=C(C=C1)C(C)C